CNC(=O)C=1N=C2N(C=CC(=C2)C2=NOC(=N2)C(F)(F)F)C1 N-methyl-7-(5-(trifluoromethyl)-1,2,4-oxadiazol-3-yl)imidazo[1,2-a]pyridine-2-carboxamide